OC=1C(=CC=2N(C1)N=C(N2)C(=O)OC)F methyl 6-hydroxy-7-fluoro-[1,2,4]triazolo[1,5-a]pyridine-2-carboxylate